N'-((3,3-dimethyl-1,2,3,5,6,7-hexahydrodicyclopenta[b,e]pyridin-8-yl)carbamoyl)-1-phenyl-1H-pyrazole-3-sulfonimidamide CC1(CCC=2C1=NC1=C(C2NC(=O)N=S(=O)(N)C2=NN(C=C2)C2=CC=CC=C2)CCC1)C